cyclohexylpropionic acid, 2-propenyl ester C1(CCCCC1)C(C(=O)OCC=C)C